4-((1S,2S)-2-(difluoromethyl)cyclopropyl)-2-(2,4-dimethoxypyrimidin-5-yl)pyrrolo[1,2-b]pyridazine FC([C@@H]1[C@H](C1)C=1C=2N(N=C(C1)C=1C(=NC(=NC1)OC)OC)C=CC2)F